FC1=C(C(=CC=C1)C)N1CCC(CC1)N1C(N(C=2C(C1)=CN(N2)CC(C)O)CC2=C(C=CC=C2)C(F)(F)F)=O 5-[1-(2-Fluoro-6-methyl-phenyl)-piperidin-4-yl]-2-(2-hydroxy-propyl)-7-(2-trifluoromethyl-benzyl)-2,4,5,7-tetrahydro-pyrazolo[3,4-d]pyrimidin-6-on